dihydropyrido[2,3-b]pyrazine-7-carboxamid N1C2=C(N=CC1)N=CC(=C2)C(=O)N